4-chloro-6-methyl-1,3,5-triazin ClC1=NC=NC(=N1)C